2-[(1,1'-biphenyl)-4-yl]-4-phenyl-6-[9,9'-spirobi(9H-fluorene)-2-yl]-1,3,5-triazine C1(=CC=C(C=C1)C1=NC(=NC(=N1)C1=CC=CC=C1)C1=CC=2C3(C4=CC=CC=C4C2C=C1)C1=CC=CC=C1C=1C=CC=CC13)C1=CC=CC=C1